C(C)OC1=C(C=CC=C1)CN1CC(N(C(C1)C)C(C(C)C)=O)C(=O)NCC1=CC=C(C=C1)C=1OC=CC1 4-[(2-ethoxyphenyl)methyl]-N-{[4-(furan-2-yl)phenyl]methyl}-6-methyl-1-(2-methylpropanoyl)piperazine-2-carboxamide